FC(C1=CC=C(C=C1)C=1C=C(C(N(N1)C=1C=NN(C1)C)=O)C(=O)NC(CO)C)F 6-[4-(difluoromethyl)phenyl]-N-(1-hydroxy-prop-2-yl)-2-(1-methyl-1H-pyrazol-4-yl)-3-oxo-2,3-dihydropyridazine-4-carboxamide